(P)-1-(5-chloro-2-methoxy-4-(3-oxocyclobutyl)phenyl)-N-(isoxazol-3-yl)-N-(4-methoxybenzyl)-2-oxo-1,2-dihydroquinoline-6-sulfonamide ClC=1C(=CC(=C(C1)N1C(C=CC2=CC(=CC=C12)S(=O)(=O)N(CC1=CC=C(C=C1)OC)C1=NOC=C1)=O)OC)C1CC(C1)=O